C(CCCCCCCCCCCCCCC)[Si](OCC)(OCC)OCC Hexadecyltriethoxysilan